6-(6-cyclopropylimidazo[1,2-a]pyrazin-3-yl)-N-((3S,4S)-4-fluoropyrrolidin-3-yl)pyridin-2-amine C1(CC1)C=1N=CC=2N(C1)C(=CN2)C2=CC=CC(=N2)N[C@H]2CNC[C@@H]2F